C(C)(=O)C=1C(=CC(=C(C1)C1=NC=C(C2=C1C(=NO2)N)C=2C=NN(C2)C(=O)NC)F)N 4-(4-(5-acetyl-4-amino-2-fluorophenyl)-3-aminoisoxazolo[4,5-c]pyridin-7-yl)-N-methyl-1H-pyrazol-1-carboxamide